BrCC1=C(C(=O)OC)C=CC(=C1OCC(=O)OC(C)(C)C)Cl methyl 2-(bromomethyl)-3-(2-(tert-butoxy)-2-oxoethoxy)-4-chlorobenzoate